BrC1=CC=C(C=C1)C(COC)(C)C 1-bromo-4-(1-methoxy-2-methylpropan-2-yl)benzene